(1-((6-cyclopropyl-8-(4H-1,2,4-triazol-4-yl)imidazo[1,2-a]-pyridin-2-yl)methyl)-1H-1,2,3-triazol-4-yl)methanamine C1(CC1)C=1C=C(C=2N(C1)C=C(N2)CN2N=NC(=C2)CN)N2C=NN=C2